FC1=CC=C(C=C1)[C@@H]1N(CCC2=CC=CC=C12)C(=O)[C@@H]1OC[C@@H]([C@H](C1)NC(OC(C)(C)C)=O)CO tert-butyl ((2R,4S,5S)-2-((S)-1-(4-fluorophenyl)-1,2,3,4-tetrahydroisoquinoline-2-carbonyl)-5-(hydroxymethyl)tetrahydro-2H-pyran-4-yl)carbamate